N[C@H]1CN(CC1)CCCC(=O)N1CCN(CC1)C=1C(=CC2=C(C(C=3NC4=CC(=CC=C4C3C2=O)C#N)(C)C)C1)CC 8-(4-{4-[(3R)-3-aminopyrrolidin-1-yl]butanoyl}piperazin-1-yl)-9-ethyl-6,6-dimethyl-11-oxo-5H,6H,11H-benzo[b]carbazole-3-carbonitrile